4-((6-(trifluoromethyl)pyrimidin-4-yl)oxy)benzoic acid methyl ester COC(C1=CC=C(C=C1)OC1=NC=NC(=C1)C(F)(F)F)=O